N-[1-[2-pyrimidin-2-yl-5-(2,2,2-trifluoroethoxy)-1,2,4-triazol-3-yl]ethyl]-3,5-bis(trifluoromethyl)benzamide N1=C(N=CC=C1)N1N=C(N=C1C(C)NC(C1=CC(=CC(=C1)C(F)(F)F)C(F)(F)F)=O)OCC(F)(F)F